[NH4+].C(C=C)P([O-])(O)=O allylphosphonic acid monoammonium salt